O1C=2C(NC(C1)=O)C(N=CC2)=O 4H-pyrido[4,3-b][1,4]oxazine-3,5-dione